N-hexylphenyl-α-naphthylamine C(CCCCC)N(C1=CC=CC2=CC=CC=C12)C1=CC=CC=C1